C(CC)NC(=O)C1=CC=C(C(=N1)C(=O)OC)C=1C(=CC2=C(OCCC3=C2SC=C3)C1)C(NCC1=CC=C(C=C1)S(N)(=O)=O)=O methyl 6-(propylcarbamoyl)-3-(9-((4-sulfamoylbenzyl)carbamoyl)-4,5-dihydrobenzo[b]thieno[2,3-d]oxepin-8-yl)picolinate